2-(benzo[d][1,3]dioxol-5-yloxy)-N-((4-bromo-3-methoxyphenyl)carbamoyl)acetamide O1COC2=C1C=CC(=C2)OCC(=O)NC(NC2=CC(=C(C=C2)Br)OC)=O